FC(C(=O)O)(F)F.NC1=NC=CC(=C1Cl)SC=1N=CC(=NC1)N1CCC2([C@@H](C3=NN=CN3C2)N)CC1 (S)-1-(5-((2-amino-3-chloropyridin-4-yl)thio)pyrazin-2-yl)-5'H,7'H-spiro[piperidine-4,6'-pyrrolo[2,1-c][1,2,4]triazol]-7'-amine (trifluoroacetate)